C(C)OC(=O)C=1SC2=C(C1C1=CC=CC=C1)C(=C(C=C2)F)F difluoro-3-phenyl-1-benzothiophene-2-carboxylic acid ethyl ester